Spiro[9H-fluorene-9,9'-[9H]xanthene] C1=CC=CC=2OC3=CC=CC=C3C3(C12)C1=CC=CC=C1C=1C=CC=CC13